2,4-Dichloro-N-(3-methoxy-2,6-dimethyl-phenyl)pyridine-3-carboxamide ClC1=NC=CC(=C1C(=O)NC1=C(C(=CC=C1C)OC)C)Cl